(S)-2-(1-(3-Nitrobiphenyl-4-yl)pyrrolidin-3-yloxy)-5-(trifluoromethyl)pyridine [N+](=O)([O-])C=1C=C(C=CC1N1C[C@H](CC1)OC1=NC=C(C=C1)C(F)(F)F)C1=CC=CC=C1